FC(C1=NC(=CC=C1OC[C@](CC(C)C)(N)C)C1=CC=NC2=CC(=CC(=C12)F)F)F (S)-1-((2-(difluoromethyl)-6-(5,7-difluoroquinolin-4-yl)pyridin-3-yl)oxy)-2,4-dimethylpentan-2-amine